BrC1=CC(=NC=C1)N1CC2(COC2)C1 6-(4-bromo-2-pyridyl)-2-oxa-6-azaspiro[3.3]heptane